3-O-methyldopa COC1=C(C=CC(=C1)C[C@@H](C(=O)O)N)O